ClC(C(=O)O)F 2-chloro-2-fluoroacetic acid